N(N)C=1SC(=CN1)C#N 2-Hydrazino-1,3-thiazole-5-carbonitrile